(6-Chlorochroman-3-yl)-[6-(5-chloro-1H-pyrazol-4-yl)-1-[2-(methylamino)ethyl]indol-3-yl]methanone ClC=1C=C2CC(COC2=CC1)C(=O)C1=CN(C2=CC(=CC=C12)C=1C=NNC1Cl)CCNC